C(C)NC1=NC(=NC=C1CO)SC [4-Ethylamino-2-(methylsulfanyl)pyrimidin-5-yl]methanol